(S)-2-((4-(methylsulfonyl)phenoxy)methyl)oxirane CS(=O)(=O)C1=CC=C(OC[C@H]2OC2)C=C1